1,4-diazabicyclo[3.2.2]nonan-4-yl-[3-[4-(difluoromethoxy)phenyl]-5,6-dihydro-4H-cyclopenta[c]pyrazol-1-yl]methanone N12CCN(C(CC1)CC2)C(=O)N2N=C(C1=C2CCC1)C1=CC=C(C=C1)OC(F)F